2-(2,6-dioxo-1-((2-(trimethylsilyl)ethoxy)methyl)piperidin-3-yl)-7-methoxy-3-oxoisoindoline-5-carbaldehyde O=C1N(C(CCC1N1CC2=C(C=C(C=C2C1=O)C=O)OC)=O)COCC[Si](C)(C)C